6-(2-fluoro-4''-formyl-2'-methyl-[1,1':3',1''-terphenyl]-3-yl)-2-methoxynicotinaldehyde FC1=C(C=CC=C1C1=NC(=C(C=O)C=C1)OC)C1=C(C(=CC=C1)C1=CC=C(C=C1)C=O)C